(E)-6-((2-aminomethyl-3-fluoroallyl)oxy)-2-methyl-3,4-dihydroisoquinolin-1(2H)-one hydrochloride Cl.NC/C(/COC=1C=C2CCN(C(C2=CC1)=O)C)=C\F